6-acetyl-3-(3-fluorophenyl)-6-methyl-1,2,3,7-tetrahydropyrazolo[1,2-a]pyrazol-5-one C(C)(=O)C1(C(N2N(C1)CCC2C2=CC(=CC=C2)F)=O)C